3-(3,7-Dimethyl-3H-[1,2,3]triazolo[4,5-c]pyridin-6-yl)-3-(3-(((R)-2-ethyl-2,3-dihydrobenzo[f][1,4]oxazepin-4(5H)-yl)methyl)-4-methylphenyl)propanoic acid, trifluoroacetic acid salt FC(C(=O)O)(F)F.CN1N=NC2=C1C=NC(=C2C)C(CC(=O)O)C2=CC(=C(C=C2)C)CN2C[C@H](OC1=C(C2)C=CC=C1)CC